2-cyclohexene-1,2-dicarboxylic acid anhydride C12C(=CCCC1)C(=O)OC2=O